IC1=NN(C2=C1N=CN=C2O)COCC[Si](C)(C)C 3-iodo-1-((2-(trimethylsilyl)ethoxy)methyl)-1H-pyrazolo[4,3-d]pyrimidine-7-ol